N[C@H]1CN(C[C@H](C1)OCOCCOC)C(=O)OC(C)(C)C (3R,5S)-tert-Butyl 3-amino-5-((2-methoxyethoxy)methoxy)piperidine-1-carboxylate